N1(C=NC=C1)CC=1C=C(C=CC1)NC(C(=O)C1=C(C=C(C=C1F)OC1=NC=NC2=CC(=C(C=C12)OC)OC)F)=O (3-((1H-imidazol-1-yl)methyl)phenyl)-2-(4-((6,7-dimethoxyquinazolin-4-yl)oxy)-2,6-difluorophenyl)-2-oxoacetamide